C(C)OC(=O)C1=CC=NC2=CC=C(C=C12)Br.C1(=CC(=CC=C1)C1CN(C1)C=1C=C2C(=CC=NC2=CC1)C(=O)OCC)C Ethyl 6-(3-(m-tolyl)azetidin-1-yl)quinoline-4-carboxylate Ethyl-6-bromoquinoline-4-carboxylate